FC1=C(C#N)C=CC=C1NC1=NC=CC2=C(C(=CC=C12)C)[N+](=O)[O-] 2-fluoro-3-((6-methyl-5-nitroisoquinolin-1-yl)amino)benzonitrile